CC1=C(N=C2N1C=CC=C2)CN (3-methylimidazo[1,2-a]pyridin-2-yl)methylamine